C1N(CC12N(CCNC2)C(=O)[O-])C(=O)[O-] 2,5,8-triazaspiro[3.5]nonane-2,5-dicarboxylate